C(CCCCCCCCCCCCCCCCC)C(C(=O)O)=C.C(C=C)(=O)O acrylate (STEARYL ACRYLATE)